N-(2-chloro-2'-fluoro-3'-(6-methoxy-5-((oxetan-3-ylamino)methyl)pyridin-2-yl)-[1,1'-biphenyl]-3-yl)-1,5-dimethyl-4,5,6,7-tetrahydro-1H-imidazo[4,5-c]pyridine-2-carboxamide ClC1=C(C=CC=C1NC(=O)C=1N(C2=C(CN(CC2)C)N1)C)C1=C(C(=CC=C1)C1=NC(=C(C=C1)CNC1COC1)OC)F